(2S,6R)-2-(1-cyclopropyl-1H-pyrazol-4-yl)-4-(6-(2-fluoro-4-(trifluoromethyl)phenyl)-9-((2-(trimethylsilyl)ethoxy)methyl)-9H-purin-2-yl)-6-methylmorpholine C1(CC1)N1N=CC(=C1)[C@H]1CN(C[C@H](O1)C)C1=NC(=C2N=CN(C2=N1)COCC[Si](C)(C)C)C1=C(C=C(C=C1)C(F)(F)F)F